(z)-1,4-dithiane-2,5-diol S1C(CSC(C1)O)O